1-(4-n-dodecyloxy-3-methoxyphenyl)-2-(2-quinolinyl)ethylene C(CCCCCCCCCCC)OC1=C(C=C(C=C1)C=CC1=NC2=CC=CC=C2C=C1)OC